N,N,N-Trimethyl-2-[(1-oxo-2-propen-1-yl)amino]butanaminium chloride [Cl-].C[N+](CC(CC)NC(C=C)=O)(C)C